3-(2-oxo-3H-1,3-benzoxazol-6-yl)-8-azabicyclo[3.2.1]octan-8-carboxylic acid tert-butyl ester C(C)(C)(C)OC(=O)N1C2CC(CC1CC2)C2=CC1=C(NC(O1)=O)C=C2